4-(2-{[(2r,7as)-2-fluoro-hexahydro-1H-pyrrolizin-7a-yl]methoxy}-7-(8-ethynyl-7-fluoro-3-hydroxynaphthalen-1-yl)-8-fluoroquinazolin-4-yl)-1,4-oxazepan-6-ol F[C@@H]1C[C@@]2(CCCN2C1)COC1=NC2=C(C(=CC=C2C(=N1)N1CCOCC(C1)O)C1=CC(=CC2=CC=C(C(=C12)C#C)F)O)F